4-(4-chloro-1-methyl-1H-pyrazol-5-yl)-1-methyl-1H-pyrrole-2-carboxylic acid ClC=1C=NN(C1C=1C=C(N(C1)C)C(=O)O)C